N-([8-{4-(trifluoromethyl)phenethyl}quinolin-5-yl]methyl)acrylamide FC(C1=CC=C(CCC=2C=CC(=C3C=CC=NC23)CNC(C=C)=O)C=C1)(F)F